C(C)(C)(C)OC(N[C@H]1CO[C@@H](CC1OC)C=1OC(=NN1)C1(CCC1)OC(F)(F)F)=O ((3s,6s)-4-methoxy-6-(5-(3-cis-(trifluoromethoxy)cyclobutyl)-1,3,4-oxadiazol-2-yl)tetrahydro-2H-pyran-3-yl)carbamic acid tert-butyl ester